C1(CC1)C(C=1C=C(C=CC1)NC(CC(C)=O)=O)(F)F N-[3-[cyclopropyl-(difluoro)methyl]phenyl]-3-oxo-butanamide